6-isopropyl-6-azaspiro[2.5]octane-1-carboxamide C(C)(C)N1CCC2(CC2C(=O)N)CC1